2-{[4-({3-[(2-cyano-4-fluorophenoxy)methyl]phenyl}methyl)piperidin-1-yl]methyl}-1-[(1-ethyl-1H-imidazol-5-yl)methyl]-1H-1,3-benzodiazole-6-carboxylic acid C(#N)C1=C(OCC=2C=C(C=CC2)CC2CCN(CC2)CC2=NC3=C(N2CC2=CN=CN2CC)C=C(C=C3)C(=O)O)C=CC(=C1)F